C(C1=CC=CC=C1)OC1=C(C=C(C=C1)C1=NOC(=N1)C1=CC2=C(N(N=N2)C2CC2)C=C1)C(F)(F)F 5-{3-[4-(benzyloxy)-3-(trifluoromethyl)phenyl]-1,2,4-oxadiazol-5-yl}-1-cyclopropyl-1H-1,2,3-benzotriazole